Tert-Butyl 6-[[6-(2,2,2-trifluoroethoxy)-3-pyridyl]methyl]-2,6-diazaspiro[3.3]heptane-2-carboxylate FC(COC1=CC=C(C=N1)CN1CC2(CN(C2)C(=O)OC(C)(C)C)C1)(F)F